heptadecane-6,12-diol CCCCCC(CCCCCC(CCCCC)O)O